FC1=C(C=C(C=C1)F)[C@@H]1N(CC(C1)(F)F)C1=NC=2N(C=C1)N=CC2NC(=O)N[C@@H]2[C@@H](C2)F 1-(5-((R)-2-(2,5-difluorophenyl)-4,4-difluoropyrrolidin-1-yl)pyrazolo[1,5-a]pyrimidin-3-yl)-3-((1S,2R)-2-fluorocyclopropyl)urea